(E)-2,4-dichlorophenol ClC1=C(C=CC(=C1)Cl)O